C(C)(C)(C)OC(=O)N1CCC(CC1)C(=O)NNSC(N)C 4-(2-(methyl-aminomethyl-thio)hydrazine-1-carbonyl)piperidine-1-carboxylic acid tert-butyl ester